C1[C@@H]2[C@H]([C@H]([C@@H](O2)N3C4=NC=NC(=C4N=C3Cl)N)O)OP(=O)(O1)O 8-chloroadenosine 3',5'-monophosphate